C(C1=CC=CC=C1)N1CC=CC(=C1C)Br N-Benzyl-5-bromo-6-methylpyridin